C[C@]1(OCC2=C1N=C(N=C2)C(=O)N[C@H]2COC1=C(N(C2=O)C)C=CC=C1)C(F)(F)F (7R)-7-methyl-N-[(3S)-5-methyl-4-oxo-2,3-dihydro-1,5-benzoxazepine-3-yl]-7-(trifluoromethyl)-5H-furo[3,4-d]Pyrimidine-2-carboxamide